3-(6-oxo-1H-pyridin-2-yl)propionic acid O=C1C=CC=C(N1)CCC(=O)O